C(C1=CC=CC=C1)SC=1C(=NC=C(C1)Cl)OCC(C)C 3-(benzylsulfanyl)-5-chloro-2-(2-methylpropoxy)pyridine